Methyl 2-(((tert-butoxycarbonyl)amino)methyl)-5-methyl-3-(4,4,5,5-tetramethyl-1,3,2-dioxaborolan-2-yl)benzofuran-7-carboxylate C(C)(C)(C)OC(=O)NCC=1OC2=C(C1B1OC(C(O1)(C)C)(C)C)C=C(C=C2C(=O)OC)C